6-(1-acetyl-4-hydroxy-4-piperidyl)-4-chloro-8-methyl-pyrido[2,3-d]pyrimidin-7-one C(C)(=O)N1CCC(CC1)(O)C1=CC2=C(N=CN=C2Cl)N(C1=O)C